FC(CC1=CC(=C(C(=C1)O)C1=C2CC(N(C2=CC=C1C)CC)=O)O)(C)F 4-(4-(2,2-Difluoropropyl)-2,6-dihydroxyphenyl)-1-ethyl-5-methylindolin-2-one